(R)-1-((S)-5H-imidazo[5,1-a]isoindol-5-yl)-2-methylpropan-1-ol C=1N=CN2C1C1=CC=CC=C1[C@H]2[C@@H](C(C)C)O